BrC(C(=O)OC)C=1C=C(C=C2C1[C@@H](OCC21CCOCC1)C)F methyl 2-bromo-2-((S)-6-fluoro-1-methyl-2',3',5',6'-tetrahydrospiro[isochromane-4,4'-pyran]-8-yl)acetate